Cl.C(C)(N)=N ethanimidamide hydrogen chloride